O=C1N(C(C2=CC=CC=C12)=O)CC(C(=O)OC)(C)C1=CC(=NC(=C1)C1=CC=C(C=C1)F)OC1[C@@H]2CN(C[C@H]12)C(=O)OC(C)(C)C |r| tert-butyl rac-(1R,5S,6s)-6-((4-(3-(1,3-dioxoisoindolin-2-yl)-1-methoxy-2-methyl-1-oxopropan-2-yl)-6-(4-fluorophenyl)pyridin-2-yl)oxy)-3-azabicyclo[3.1.0]hexane-3-carboxylate